ortho-allylcatechol C(C=C)C1(C(O)C=CC=C1)O